5-chloro-3-methoxybenzene ClC=1C=C(C=CC1)OC